S(N)(=O)(=O)C1=C(C(=O)O)C=CC=C1 sulfamoyl-benzoic acid